S(=O)(=O)(O)O.OCCNC1=CC=C(C=C1)NCCO bis[2-hydroxyethyl]-p-phenylene-diamine sulfate